(S)-2,2-difluoro-N-(2,3,6-trifluoro-4-((3-(2-(piperidin-3-ylamino)pyrimidin-4-yl)pyridin-2-yl)oxy)phenyl)butane-1-sulfonamide FC(CS(=O)(=O)NC1=C(C(=C(C=C1F)OC1=NC=CC=C1C1=NC(=NC=C1)N[C@@H]1CNCCC1)F)F)(CC)F